C(#N)C1(CCN(CC1)C(=O)OC(C)(C)C)CC1=C(C=C(C=C1F)C(F)(F)F)F tert-butyl 4-cyano-4-(2,6-difluoro-4-(trifluoromethyl)benzyl)piperidine-1-carboxylate